3-(cyclopropylmethoxy)-N-(3,5-dichloropyridin-4-yl)-4-(difluoromethoxy)-N-(7-(4-(2-(2,6-dioxopiperidin-3-yl)-1-oxoisoindolin-4-yl)piperidin-1-yl)heptyl)benzamide C1(CC1)COC=1C=C(C(=O)N(CCCCCCCN2CCC(CC2)C2=C3CN(C(C3=CC=C2)=O)C2C(NC(CC2)=O)=O)C2=C(C=NC=C2Cl)Cl)C=CC1OC(F)F